ClC1=NC=CC(=C1C)NC(C(C)(C)C)=O N-(2-chloro-3-methyl-4-pyridyl)-2,2-dimethyl-propanamide